S(=O)(=O)([O-])[O-].[Fe+2] Iron(II) sulphate